6-(((2S,4R)-4-fluoro-2-methyl-1-(6-((R)-3-methylmorpholino)pyridin-3-yl)pyrrolidin-2-yl)methoxy)-3,4-dihydro-2H-pyrimido[4,5-e][1,3]oxazin-2-one F[C@@H]1C[C@@](N(C1)C=1C=NC(=CC1)N1[C@@H](COCC1)C)(C)COC=1N=CC2=C(CNC(O2)=O)N1